heptadecafluorooctyliodide FC(C(C(C(C(C(C(F)(F)I)(F)F)(F)F)(F)F)(F)F)(F)F)(C(F)(F)F)F